N-(4-cyano-2-fluoro-phenyl)-4-(1-phenylethyl)-1H-pyrrole-3-sulfonamide C(#N)C1=CC(=C(C=C1)NS(=O)(=O)C1=CNC=C1C(C)C1=CC=CC=C1)F